N,N-dihexyl-2-(4-chlorophenyl)-5-chloroindole-3-acetamide C(CCCCC)N(C(CC1=C(NC2=CC=C(C=C12)Cl)C1=CC=C(C=C1)Cl)=O)CCCCCC